FC(C1=C(C=CC=C1)N1C[C@@H](CC1)CN1C[C@@H](C([C@@H](C1)O)O)O)(F)F (3S,4S,5R)-1-(((S)-1-(2-(trifluoromethyl)phenyl)pyrrolidin-3-yl)methyl)piperidine-3,4,5-triol